5h,11h-[1]-benzopyrano[6,7,8-ij]quinolizin-11-one C=1C=2C3=C(C=CCN3CC1)C=C1C=CC(OC12)=O